(4-(chloromethyl)phenyl)(isopropyl)sulfane ClCC1=CC=C(C=C1)SC(C)C